NC1=C2C(=NC=N1)N(N=C2C2=CC(=C(C=C2)NC(=O)NC2=CC(=NS2)C(C)(C)C)F)C2CC2 1-(4-(4-amino-1-cyclopropyl-1H-pyrazolo[3,4-d]pyrimidin-3-yl)-2-fluorophenyl)-3-(3-(tert-butyl)isothiazol-5-yl)urea